C(C1=CC=CC=C1)N1C(C(C(=C1C1=CC=C(C=C1)F)C)(CC(Cl)(Cl)Cl)C)=O 1-benzyl-5-(4-fluorophenyl)-3,4-dimethyl-3-(2,2,2-trichloroethyl)-1,3-dihydro-2H-pyrrol-2-one